COC1=C(C=C(C=C1)COC1OCCCC1)C1=CC(=NC=C1C(=O)OC)C methyl 4-(2-methoxy-5-(((tetrahydro-2H-pyran-2-yl)oxy)methyl)phenyl)-6-methylnicotinate